FC=1C2=C(C(N(C1)CC(F)(F)F)=O)C(=CN2C)[N+](=O)[O-] 7-Fluoro-1-methyl-3-nitro-5-(2,2,2-trifluoroethyl)-1H-pyrrolo[3,2-c]pyridin-4(5H)-one